N-(5-(3-(9H-purin-6-yl)pyridin-2-ylamino)-2-fluorophenyl)-2-(trifluoromethyl)isonicotinamid N1=CN=C2NC=NC2=C1C=1C(=NC=CC1)NC=1C=CC(=C(C1)NC(C1=CC(=NC=C1)C(F)(F)F)=O)F